C(CCCC)OC([C@@H](N)CC(=O)OCCCCC)=O L-aspartic acid-1,4-dipentyl ester